((1S,2S,5R)-3-methyl-3-azabicyclo[3.1.0]hex-2-yl)methanol CN1[C@@H]([C@H]2C[C@H]2C1)CO